5-methyl-2-phenyl-1H,2H,3H,4H-pyridazino[4,5-c]quinoline-1,4-dione CC1=NC=2C=CC=CC2C2=C1C(NN(C2=O)C2=CC=CC=C2)=O